Cis-3-hydroxycyclobutyl formate C(=O)O[C@@H]1C[C@@H](C1)O